N-(3-(1-(3-cyanophenyl)-1H-pyrazol-4-yl)-5-fluorobenzyl)-8-cyclopentyl-7-((2-(trimethylsilyl)ethoxy)methyl)-7H-purine-6-carboxamide C(#N)C=1C=C(C=CC1)N1N=CC(=C1)C=1C=C(CNC(=O)C2=C3N(C(=NC3=NC=N2)C2CCCC2)COCC[Si](C)(C)C)C=C(C1)F